methyl-5-methyluridine C[C@@]1([C@H](O)[C@H](O)[C@@H](CO)O1)N1C(=O)NC(=O)C(=C1)C